CN(C1=CC=C(C=C1)N(C)C)C tetramethyl-1,4-phenylenediamine